CC1=C(C=C2C(=NC=NC2=C1)N)N 7-methylquinazoline-4,6-diamine